NC=1C2=C(N=CN1)NC(=C2C#CC2=CC(=CC(=C2)OC)OC)C#N 4-amino-5-((3,5-Dimethoxyphenyl)ethynyl)-7H-pyrrolo[2,3-d]pyrimidine-6-carbonitrile